(R)-methyl-6-((3,4-dichlorophenyl)sulfonyl)-1-(4-fluorophenyl)-4,4a,5,6,7,8-hexahydro-1H-pyrazolo[3,4-g]isoquinoline-4a-carboxylate COC(=O)[C@@]12CC3=C(C=C2CCN(C1)S(=O)(=O)C1=CC(=C(C=C1)Cl)Cl)N(N=C3)C3=CC=C(C=C3)F